ClC=1C=C(C(=NC1)OCC(F)(F)F)C(=O)OC methyl 5-chloro-2-(2,2,2-trifluoroethoxy)pyridine-3-carboxylate